C(C=C)(=O)N1C[C@@H](N(C[C@H]1C)C1=NC(N2C3=C(C(=C(C=C13)C(F)(F)F)C1=CC=C(C=C1)F)SC[C@@H]2COCOC)=O)C (S)-7-((2S,5R)-4-acryloyl-2,5-dimethylpiperazin-1-yl)-10-(4-fluorophenyl)-3-((methoxymethoxy)methyl)-9-(trifluoromethyl)-2,3-dihydro-5H-[1,4]thiazino[2,3,4-ij]quinazolin-5-one